C(=O)(O)CC[N+](C)(C)C 2-carboxy-N,N,N-trimethyl-ethanaminium